C[Si](C)(C)[Te][Si](C)(C)C bistrimethylsilyl telluride